3,5-dimethylaniline hydrogen fluoride salt F.CC=1C=C(N)C=C(C1)C